BrC=1C=C(C=2N(C1)C=C(N2)CF)F 6-bromo-8-fluoro-2-(fluoromethyl)imidazo[1,2-a]pyridine